S1CNC=C1 2H-thiazol